C(C1=CC=CC=C1)[C@@H]1NC(OC1)=O (S)-4-Benzyl-2-oxooxazolidin